ClC=1C=C2C(=NC=NC2=C(C1)C(F)(F)F)N([C@@H](C)C1=NC=NN1C1=CC(=NC=N1)NC(OC(C)C)=O)C isopropyl N-[6-[5-[(1S)-1-[[6-chloro-8-(trifluoromethyl)quinazolin-4-yl]-methyl-amino]ethyl]-1,2,4-triazol-1-yl]pyrimidin-4-yl]carbamate